C1(=CC=CC=C1)C1=C(C(=NN=N1)C1=C(C=CC=C1)C1=C(C(=CC=2OC3=C(C21)C=CC=C3)C3=CC=CC=C3)C3=C(C(=CC=2C1=CC=CC=C1CC32)C)C)C3=C(C=CC=C3)C3=CC=CC=C3 [phenyl(biphenylyl)triazinyl][phenyl(dimethylfluorenyl)dibenzofuranyl]benzene